N1N=NN=C1C1=CC=2C(=NOC2C=2C=C(OC3CCN(CC3)CC3CCN(CC3)CC=3C=C4CN(C(C4=CC3)=O)C3C(NC(CC3)=O)=O)C=CC2)C=C1 3-(5-((4-((4-(3-(5-(1H-Tetrazol-5-yl)benzo[c]isoxazol-3-yl)phenoxy)piperidin-1-yl)methyl)piperidin-1-yl)methyl)-1-oxoisoindolin-2-yl)piperidine-2,6-dione